C1(CCCCC1)NCCC[Si](OC)(OC)C 3-(N-cyclohexylamino)propylmethyldimethoxysilane